3-(2,3-dichloro-6-methoxyphenyl)-5-propionyl-cyclopent-2-en-1-one ClC1=C(C(=CC=C1Cl)OC)C1=CC(C(C1)C(CC)=O)=O